FC(CN1[C@@H](C=2NC3=CC=CC=C3C2C[C@H]1C)C=1SC(=CN1)O[C@H]1CN(CC1)CCCF)(C)C 2-((1S,3R)-2-(2-Fluoro-2-methylpropyl)-3-methyl-2,3,4,9-tetrahydro-1H-pyrido[3,4-b]indol-1-yl)-5-(((R)-1-(3-fluoropropyl)pyrrolidin-3-yl)oxy)thiazole